FC=1C(=C(C=CC1)[N+]#[C-])C 3-FLUORO-2-METHYL-PHENYLISOCYANIDE